(E)-2,7-dimethylocta-2,6-diene CC(C)=CCCC=C(C)C